4-((3-(4,4-dimethylcyclohexyl)-2,3-dihydro-1H-benzo[d]imidazol-1-yl)sulfonyl)-N,N-dimethylbenzenesulfonamide CC1(CCC(CC1)N1CN(C2=C1C=CC=C2)S(=O)(=O)C2=CC=C(C=C2)S(=O)(=O)N(C)C)C